CN(CCCOC1=CC=C(C=N1)C=1C=C(C(=NC1)N)C1=CC(=C(C(=C1)OC)OC)OC)C 5-[6-[3-(dimethyl-amino)propoxy]-3-pyridyl]-3-(3,4,5-trimethoxy-phenyl)pyridin-2-amine